(4-((7-chloro-3-(4-hydroxyphenylethyl)-2,4-dioxo-3,4-dihydroquinazolin-1(2H)-yl)methyl)phenyl)-N-hydroxyacrylamide ClC1=CC=C2C(N(C(N(C2=C1)CC1=CC=C(C=C1)C(C(=O)NO)=C)=O)CCC1=CC=C(C=C1)O)=O